4-isopropylcycloheptadiene C(C)(C)C1=CC=CCCC1